CC1CC(C=C(C1)NC(C1=CC(=CC=C1)SC(F)(F)F)=O)=O N-(5-methyl-3-oxocyclohex-1-en-1-yl)-3-((trifluoromethyl)thio)benzamide